The molecule is a thiazolidinone that is 2-thioxo-4-thiazolidinone which is substituted at position 3 by a (m--trifluoromethyl)phenyl group and at position 5 by a p-carboxybenzylidene group. It is an inhibitor of cystic fibrosis transmembrane conductance regulator, a membrane protein and chloride channel in vertebrates that is encoded by the CFTR gene. It has a role as an EC 3.6.3.49 (channel-conductance-controlling ATPase) inhibitor. It is a member of benzoic acids, a member of (trifluoromethyl)benzenes and a thiazolidinone. C1=CC(=CC(=C1)N2C(=O)C(=CC3=CC=C(C=C3)C(=O)O)SC2=S)C(F)(F)F